4-bromo-6-chloroindoline BrC1=C2CCNC2=CC(=C1)Cl